Cl.[C@@]12(CCC[C@@H]2C1)N |r| rac-(1R,5R)-bicyclo[3.1.0]hexan-1-amine hydrochloride